2-((S)-3-carboxybutanoyl)-4-fluoro-6-methoxy-3,7-dimethylisoindolin C(=O)(O)[C@H](CC(=O)N1CC2=C(C(=CC(=C2C1C)F)OC)C)C